imidazo[1,2-a]pyridin-3-yl-(m-tolyl)methanone N=1C=C(N2C1C=CC=C2)C(=O)C=2C=C(C=CC2)C